(1-(2',6'-bis(benzyloxy)-[3,3'-bipyridin]-6-yl)-4-fluoropiperidin-4-yl)methanol C(C1=CC=CC=C1)OC1=NC(=CC=C1C=1C=NC(=CC1)N1CCC(CC1)(F)CO)OCC1=CC=CC=C1